C(C)OC(=O)[C@@H]1N(C[C@H]1C1=CC=CC=C1)[S@](=O)C(C)(C)C (2R,3R)-1-((R)-tert-butylsulfinyl)-3-phenylazetidine-2-carboxylic acid ethyl ester